CP(=O)(C)C1=C(C=CC=C1)NC=1C2=C(N=C(N1)NC=1C=CC3=C(OC[C@H]4N3CCN(C4)C)C1)NC=C2C#N (S)-4-((2-(dimethylphosphoryl)phenyl)amino)-2-((3-methyl-1,2,3,4,4a,5-hexahydrobenzo[b]pyrazino[1,2-d][1,4]oxazin-8-yl)amino)-7H-pyrrolo[2,3-d]pyrimidine-5-carbonitrile